(S)-2-(Benzylthio)-4-(2-(2-methylazetidin-1-yl)-6,7-dihydro-5H-cyclopenta[d]pyrimidin-4-yl)benzamide C(C1=CC=CC=C1)SC1=C(C(=O)N)C=CC(=C1)C=1C2=C(N=C(N1)N1[C@H](CC1)C)CCC2